C(C=C)(=O)OCCCCCCCCCCOC(=O)C1=C(C(C(=O)O)=CC=C1)C(=O)O acryloyloxydecyloxycarbonyl-phthalic acid